CC1=CC2=C(N=C(S2)C2=CC=C(C=C2)C(S(=O)(=O)N)C2=CC=C(C=C2)[N+](=O)[O-])C=C1 (4-(6-methylbenzo[d]thiazol-2-yl)phenyl)-1-(4-nitrophenyl)methanesulfonamide